trans-N-(4-(7-oxa-2-azaspiro[3.5]nonan-2-yl)cyclohexyl)-2-(3-((2-methoxy-4-(methylsulfonyl)phenyl)amino)prop-1-yn-1-yl)-3-(2,2,2-trifluoroethyl)benzo[b]thiophen-7-amine C1N(CC12CCOCC2)[C@@H]2CC[C@H](CC2)NC2=CC=CC1=C2SC(=C1CC(F)(F)F)C#CCNC1=C(C=C(C=C1)S(=O)(=O)C)OC